1-Butyl-3-propylpyridinium acetat C(C)(=O)[O-].C(CCC)[N+]1=CC(=CC=C1)CCC